C1NCC12CC(C2)CC2=C1C=NN(C(C1=C(C=C2)Cl)=O)C 5-(2-azaspiro[3.3]heptan-6-ylmethyl)-8-chloro-2-methylphthalazin-1(2H)-one